CN(C=1C=CC2=C(N(CCN(C2=O)CC2=CC=C(C=C2)O[C@@H](CCNC)C=2SC=CC2)C)N1)C (S)-8-(dimethylamino)-1-methyl-4-(4-(3-(methylamino)-1-(thiophen-2-yl)propoxy)benzyl)-1,2,3,4-tetrahydro-5H-pyrido[2,3-e][1,4]diazepin-5-one